(R)-N-(1-(6-ethynyl-2,5-dioxo-4-phenyl-1,2,4,5-tetrahydropyrrolo[4,3,2-de]isoquinolin-3-yl)ethyl)-2-((N-methylsulfamoyl)amino)pyrazolo[1,5-a]pyrimidine-3-carboxamide C(#C)C1=CC=C2C=3C(=C(N(C(C13)=O)C1=CC=CC=C1)[C@@H](C)NC(=O)C=1C(=NN3C1N=CC=C3)NS(NC)(=O)=O)C(N2)=O